4-[(2R)-3-(3,4-dihydro-1H-isoquinolin-2-yl)-2-hydroxy-propyl]-8-(tetrahydrofuran-2-ylmethoxy)-2,3-dihydro-1,4-benzoxazepine-5-one C1N(CCC2=CC=CC=C12)C[C@H](CN1CCOC2=C(C1=O)C=CC(=C2)OCC2OCCC2)O